4-(1-Isopropyl-1H-pyrazol-4-yl)-N-((trans-4-(6-methoxy-5-methylpyridin-3-yl)cyclohexyl)methyl)pyridin-2-amine C(C)(C)N1N=CC(=C1)C1=CC(=NC=C1)NC[C@@H]1CC[C@H](CC1)C=1C=NC(=C(C1)C)OC